(2-chloro-4-((4-(1-methyl-4-(trifluoromethyl)-1H-imidazol-2-yl)benzyl)amino)pyrimidin-5-yl)methanol ClC1=NC=C(C(=N1)NCC1=CC=C(C=C1)C=1N(C=C(N1)C(F)(F)F)C)CO